The molecule is a 18-membered cyclodepsipeptide isolated from the culture broth of Flexibacter. It exhibits potent inhibitory activity against human leukocyte elastase (EC 6.5.1.1.). It has a role as a metabolite, an EC 3.4.21.37 (leukocyte elastase) inhibitor and an antimicrobial agent. It is a cyclodepsipeptide and a macrocycle. C[C@@H]1[C@@H](C(=O)N[C@H](C(=O)C(=O)C(=O)N[C@H](C(=O)N[C@H](C(=O)N[C@@H](C(=O)O1)C)CC(=O)N)CC(C)C)CC(C)C)NC(=O)[C@H]([C@@H](C)O)NC(=O)[C@H](CC2=CC=CC=C2)NC(=O)CC3=CC=CC=C3